4,5-diphenyl-4,5-dihydroxyoxazol C1(=CC=CC=C1)C1(N=COC1(O)C1=CC=CC=C1)O